2-Fluoro-3-(methylsulfanyl)pyridine FC1=NC=CC=C1SC